(E)-N-(5-chloro-2-methylpyridin-3-yl)-3-(5-fluoro-3-iodo-1-(tetrahydro-2H-pyran-2-yl)-1H-pyrazolo[3,4-b]pyridin-6-yl)acrylamide ClC=1C=C(C(=NC1)C)NC(\C=C\C1=C(C=C2C(=N1)N(N=C2I)C2OCCCC2)F)=O